C(C=C)(=O)OC(C(OC(C=C)=O)(COC(C=C)=O)OCCC)(OCCC)OCCC tri(propoxy)glycerol triacrylate